FC1=C(C=CC(=C1)S(=O)(=O)C)C=1N=C2SC(=NN2C1)OC(C)C1CCN(CC1)C(=O)OC1(CC1)C 1-methylcyclopropyl 4-(1-(6-(2-fluoro-4-(methylsulfonyl)phenyl)imidazo[2,1-b][1,3,4]thiadiazol-2-yloxy)ethyl)piperidine-1-carboxylate